3-(9-(((4-(aminomethyl)phenyl)amino)methyl)-4,5-dihydrobenzo[b]thieno[2,3-d]oxepin-8-yl)-6-(propylcarbamoyl)picolinic acid NCC1=CC=C(C=C1)NCC1=CC2=C(OCCC3=C2SC=C3)C=C1C=1C(=NC(=CC1)C(NCCC)=O)C(=O)O